C1(=CC=C(C=C1)B(C1=CC=C(C=C1)C)C1=CC=C(C=C1)C)C tri(p-tolyl)boron